9-(2-chloroethyl)-2,9-diazaspiro[5.5]Undecane-1-one ClCCN1CCC2(CCCNC2=O)CC1